ClC=1C(=NC(=NC1)NC)C1=CC=C2CN(C(C2=C1)=O)CC(=O)NC(C(C(F)(F)F)O)C1=CC=CC=C1 2-{6-[5-chloro-2-(methylamino)pyrimidin-4-yl]-1-oxo-2,3-dihydro-1H-isoindol-2-yl}-N-(3,3,3-trifluoro-2-hydroxy-1-phenylpropyl)acetamide